O1C=NC=C1CNC(C)=O N-(oxazol-5-yl-methyl)-acetamide